(R)-2-butyl-2-ethyl-oxirane C(CCC)[C@]1(OC1)CC